C(C)(C)(C)OC(NC1CCC(CC1)CC#N)=O ((1r,4r)-4-(cyanomethyl)cyclohexyl)carbamic acid tert-butyl ester